(2R,3R,4R,5S)-1-(2,6-difluoro-4-(prop-1-en-2-yl)phenethyl)-2-(hydroxymethyl)piperidine-3,4,5-triol FC1=C(CCN2[C@@H]([C@H]([C@@H]([C@H](C2)O)O)O)CO)C(=CC(=C1)C(=C)C)F